FC(=CC=1C(=C(C=CC1)C1=C(C=CC=C1)C)C)C1=CC(=C(C=C1)C=O)OC (2-fluoro-2-(4-formyl-3-methoxyphenyl)vinyl)-2,2'-dimethyl-[1,1'-biphenyl]